O1CCN(CC1)N1C=C(C(=CC1=O)OS(=O)(=O)C1=CC=C(C)C=C1)C(=O)OC methyl 1-morpholino-6-oxo-4-(tosyloxy)-1,6-dihydropyridine-3-carboxylate